FC1=CC=C(C=C1)C#CC=1C=C(C=CC1C1=CC=C2C(NC(=NC2=C1)C)=O)NC(=O)NCC1=CC=2N(C=C1)C=CN2 1-(3-((4-fluorophenyl)ethynyl)-4-(2-methyl-4-oxo-3,4-dihydroquinazolin-7-yl)phenyl)-3-(imidazo[1,2-a]pyridin-7-ylmethyl)urea